ClC1=CC=C(C2=C1NC(=N2)C(=O)N2[C@H](C=1C(=CC=NC1CC2)OC)C)F (S)-(7-Chloro-4-fluoro-1H-benzo[d]imidazol-2-yl)(4-methoxy-5-methyl-7,8-dihydro-1,6-naphthyridin-6(5H)-yl)methanone